C(CCCCCCCCCCCCCCCC)NC1=CC=CC=C1 N-heptadecyl-aniline